NC1=NNC2=NC(=CC(=C21)C2=CC(=C(C=C2)NS(=O)(=O)C(F)F)OCC2=CC=C(C=C2)F)C N-(4-(3-Amino-6-methyl-1H-pyrazolo[3,4-b]pyridin-4-yl)-2-((4-fluorophenyl)methoxy)phenyl)-1,1-difluoromethanesulfonamide